N1C(=O)NC(=O)NC1=O.[Zn] zinc cyanuric acid